2-chloro-1-(5-(2-chloro-6-(dimethylphosphoryl)phenyl)-4,5-dihydroisoxazol-3-yl)ethan-1-one Methyl-3-isothiocyanato-5-methylthiophene-2-carboxylate COC(=O)C=1SC(=CC1N=C=S)C.ClCC(=O)C1=NOC(C1)C1=C(C=CC=C1P(=O)(C)C)Cl